5-(benzofuran-7-yl)-6-ethylpyridin-2-amine O1C=CC2=C1C(=CC=C2)C=2C=CC(=NC2CC)N